glyoxylic acid, ammonium salt [NH4+].C(C=O)(=O)[O-]